1-(5-methoxy-4-(7-methoxypyrazolo[1,5-c]pyrimidin-5-yl)pyridin-2-yl)ethan-1-one COC=1C(=CC(=NC1)C(C)=O)C1=CC=2N(C(=N1)OC)N=CC2